1-benzyl-N-(4-methyl-5-oxo-4,5,6,7,8,9-hexahydropyrazolo[1,5-a][1,3]diazocine-6-yl)-1H-1,2,4-triazole-3-carboxamide C(C1=CC=CC=C1)N1N=C(N=C1)C(=O)NC1C(N(C=2N(CCC1)N=CC2)C)=O